C=CC(=O)N1CN(CN(C1)C(=O)C=C)C(=O)C=C 1,3,5-triacryloylhexahydrotriazine